C(C)(C)(C)OC(=O)NC1=NC(=NC=C1)/C=C/C(=O)OC (E)-Methyl 3-(4-(tert-butoxycarbonylamino)pyrimidin-2-yl)acrylate